tolyl-sulphonate C1(=C(C=CC=C1)S(=O)(=O)[O-])C